N-(2-(2-(4-chlorobenzyl)-5-(3,5-difluorobenzyl)-3-oxo-2,3,4,5,6,7-hexahydro-1H-pyrazolo[4,3-c]pyridin-1-yl)ethyl)-2-hydroxypropanamide ClC1=CC=C(CN2N(C3=C(CN(CC3)CC3=CC(=CC(=C3)F)F)C2=O)CCNC(C(C)O)=O)C=C1